CN1C[C@@H](CC1)OC=1C=C2C(=NC1)NC(N2C2CCN(CC2)C(=O)OC(C)(C)C)=O |r| (rac)-tert-butyl 4-[6-(1-methylpyrrolidin-3-yl)oxy-2-oxo-3H-imidazo[4,5-b]pyridin-1-yl]piperidine-1-carboxylate